2-Ethylhexyl L-lactate C([C@@H](O)C)(=O)OCC(CCCC)CC